4-[1-(2-amino-1-phenylethyl)-3-fluoro-1H-pyrazol-4-yl]-3-(p-chlorophenyl)-2-pyridinamine NCC(C1=CC=CC=C1)N1N=C(C(=C1)C1=C(C(=NC=C1)N)C1=CC=C(C=C1)Cl)F